NC1=CC=C(C=N1)C=1N=C(C2=C(N1)CNCC2)N2CCOCC2 2-(6-aminopyridin-3-yl)-4-morpholinyl-5,6,7,8-tetrahydropyrido[3,4-d]pyrimidin